benzyl ((S)-2-(((S)-3-cyclohexyl-1-oxo-1-(((S)-1-oxo-3-((S)-2-oxopyrrolidin-3-yl)propan-2-yl)amino)propan-2-yl)amino)-2-oxo-1-phenylethyl)carbamate C1(CCCCC1)C[C@@H](C(N[C@H](C=O)C[C@H]1C(NCC1)=O)=O)NC([C@H](C1=CC=CC=C1)NC(OCC1=CC=CC=C1)=O)=O